COC1=CC2=C(N=C(S2)C2=CC=C(C=C2)NCCCCCCNC(OC(C)(C)C)=O)C=C1 tert-butyl (6-((4-(6-methoxybenzo[d]thiazol-2-yl)phenyl)amino)hexyl)carbamate